5-amino-1,3,3-trimethylcyclohexanemethanamine NC1CC(CC(C1)(CN)C)(C)C